(R)-1-benzyl 5-tert-butyl 2-((2S,4R)-1-((benzyloxy)carbonyl)-4-((tert-butoxycarbonyl)amino)-N-(3-oxo-5-phenylpentyl)pyrrolidine-2-carboxamido)pentanedioate C(C1=CC=CC=C1)OC(=O)N1[C@@H](C[C@H](C1)NC(=O)OC(C)(C)C)C(=O)N(CCC(CCC1=CC=CC=C1)=O)[C@@H](C(=O)OCC1=CC=CC=C1)CCC(=O)OC(C)(C)C